NC1=NN2C(N=C(C=C2)C)=C1 2-amino-5-methylpyrazolo[1,5-a]pyrimidine